(R)-3-(3-(2-((6-(3-(2-ethoxyphenoxy)piperidin-1-yl)pyrazin-2-yl)amino)-5-fluoropyrimidin-4-yl)phenyl)-2,2-dimethylpropanoic acid C(C)OC1=C(O[C@H]2CN(CCC2)C2=CN=CC(=N2)NC2=NC=C(C(=N2)C=2C=C(C=CC2)CC(C(=O)O)(C)C)F)C=CC=C1